NC1=C2C=3C(=C4C(=NC3C=C1F)C1=CC3=C(C(N1C4)=O)COC([C@]3(O)CC)=O)C=CS2 (S)-4-amino-9-ethyl-5-fluoro-9-hydroxy-12,15-dihydro-13H-pyrano[3',4':6,7]indolizino[1,2-b]thiopyrano[4,3,2-de]quinoline-10,13(9H)-dione